N-(4-(6-amino-8-oxo-9-(tetrahydro-2H-pyran-4-yl)-8,9-dihydro-7H-purin-7-yl)benzyl)-5-fluoro-2-methoxybenzamide NC1=C2N(C(N(C2=NC=N1)C1CCOCC1)=O)C1=CC=C(CNC(C2=C(C=CC(=C2)F)OC)=O)C=C1